ClC1=CC=C(C=C1)C(C)O 1-(4-chlorophenyl)ethane-1-ol